(trans-1,2-diaminocyclohexane) dibromoacetate platinum (II) [Pt+2].BrC(C(=O)[O-])Br.N[C@H]1[C@@H](CCCC1)N.BrC(C(=O)[O-])Br